O=C1NC(CCC1N1C(C2=CC=C(C=C2C1=O)CCCCCCCN1N=CC(=C1)C1=NC2=CC=CC=C2N=C1)=O)=O 2-(2,6-Dioxopiperidin-3-yl)-5-(7-(4-(quinoxalin-2-yl)-1H-pyrazol-1-yl)heptyl)isoindoline-1,3-dione